C(C)(C)(C)OC(=O)N1C[C@@H](CCC1)C(=O)O (3R)-1-(tert-butoxycarbonyl)piperidine-3-carboxylic acid